C(CCCCCCC)C(C(=O)[O-])(CCCCCCCCCCCC)CCCCCCCCCCCC octyldodecylmyristate